COCC1(C(N(C2=C1C=C1C(=NNC(C1=C2)=O)C)C)=O)C 3-(methoxymethyl)-1,3,5-trimethyl-7H-pyrrolo[3,2-g]phthalazine-2,8-dione